N-stearyl-1,3-propanediamine C(CCCCCCCCCCCCCCCCC)NCCCN